NC1=NC=C(C=C1C(=O)N[C@@H]1[C@H](CCC1)OCC1=CC=C(C=C1)C=1C=C2CC[C@H](C2=CC1)N1CCN(CC1)CCO)C=1C=NN(C1)C 2-amino-N-{(1S,2S)-2-[(4-{(1R)-1-[4-(2-hydroxyethyl)piperazin-1-yl]-2,3-dihydro-1H-inden-5-yl}phenyl)methoxy]cyclopentyl}-5-(1-methyl-1H-pyrazol-4-yl)pyridine-3-carboxamide